C(C(NCCOCCOCCOCCC(=O)O)C(=O)O)C(=O)O 6,9,12-trioxa-3-azatetradecane-1,2,14-tricarboxylic acid